C(C)OC1C(C1)NC(=O)C=1C=C(C(N(C1)CC1=CC(=CC=C1)F)=O)C(=O)NC N5-(2-ethoxycyclopropyl)-1-(3-fluorobenzyl)-N3-methyl-2-oxo-1,2-dihydropyridine-3,5-dicarboxamide